(2S,3R)-tert-butyl 2-(benzyloxycarbonylamino)-3-(((S)-2-(tert-butoxycarbonylamino)-3-methylbutanamido)methyl)-6-(4,4,5,5-tetramethyl-1,3,2-dioxaborolan-2-yl)hexanoate C(C1=CC=CC=C1)OC(=O)N[C@H](C(=O)OC(C)(C)C)[C@H](CCCB1OC(C(O1)(C)C)(C)C)CNC([C@H](C(C)C)NC(=O)OC(C)(C)C)=O